ClC1=CC=C(C(=N1)C(=O)O)N[C@H](C)C=1C=C(C=C2C(N(C(=NC12)C1CCCC1)C)=O)C (R)-6-chloro-3-((1-(2-cyclopentyl-3,6-dimethyl-4-oxo-3,4-dihydroquinazolin-8-yl)ethyl)amino)picolinic acid